C1(CC1)[C@@H](C=1C=C(C=CC1)C)C1N(C(C2=CC=C(C=C12)C(=O)N)=O)C1C(NC(CC1)=O)=O ((S)-cyclopropyl(m-tolyl)methyl)-2-(2,6-dioxopiperidin-3-yl)-1-oxoisoindoline-5-carboxamide